FC1=C(CC2=NC3=C(N2CCOC)C=C(C=C3)C(=O)OC(C)(C)C)C=C(C(=C1)B1OC(C(O1)(C)C)(C)C)F Tert-butyl 2-(2,5-difluoro-4-(4,4,5,5-tetramethyl-1,3,2-dioxaborolan-2-yl)benzyl)-1-(2-methoxyethyl)-1H-benzo[d]imidazole-6-carboxylate